C(C)(C)(C)OC(=O)N(C1=CC(N(C2=NC(=CC=C12)C(F)(F)F)C1=CC=CC=C1)=O)C 4-((tert-butoxycarbonyl)(methyl)amino)-2-oxo-1-phenyl-7-(trifluoromethyl)-1,2-dihydro-1,8-naphthyridine